NC1=CC=C(C=C1)C=1SC(=CN1)C1=C(C=C(C=C1)NC(C1=CC=CC=C1)=O)S(NC(C)(C)C)(=O)=O N-(4-(2-(4-aminophenyl)thiazol-5-yl)-3-(N-(tert-butyl)sulfamoyl)phenyl)benzamide